N1CC(C1)NC=1C=CC(=C(C(=O)N[C@H](C)C2=CC(=CC=C2)C=2SC(=C(C2)C)OC)C1)C (R)-5-(azetidin-3-ylamino)-N-(1-(3-(5-methoxy-4-methylthiophen-2-yl)phenyl)ethyl)-2-methylbenzamide